Cl.NC1=NC(=C(C#N)C=C1)[C@H](C)CC |o1:10| (R or S)-6-Amino-2-(sec-butyl)nicotinonitrile HCl